C[C@H]1CC[C@@H](N(C1)C(C(=O)N)=O)C=1C=CC2=C(N=C(S2)C2CCN(CC2)C2COC2)C1 2-[(2R,5S)-5-methyl-2-[2-[1-(oxetan-3-yl)-4-piperidyl]-1,3-benzothiazol-5-yl]-1-piperidyl]-2-oxo-acetamide